C(CCCCCCCCC)C1=CC=CC=C1 decanyl-benzene